C1CC(CC2CCC3C4CC(C(=C4C=CC3=C12)O)O)O decahydrocyclopenta[a]phenanthrene-3,16,17-triol